C(C1=CC=CC=C1)OC(=O)N1CCC2(CC1)CCCCC2 3-azaspiro[5.5]Undecane-3-carboxylic acid benzyl ester